2-(phenyl)-2-methyl-4-acetoxy-5-amino-3(2H)-furanone C1(=CC=CC=C1)C1(OC(=C(C1=O)OC(C)=O)N)C